C(C)(=O)O[C@@H]1[C@H](O[C@H]([C@@H]([C@H]1OC(C)=O)OC(C)=O)OCCCCCCCCCCCCCCCCCCCC(=O)OC(C)(C)C)COC(C)=O (2R,3R,4S,5R,6R)-2-(acetoxymethyl)-6-((20-(tert-butoxy)-20-oxoicosyl)oxy)tetrahydro-2H-pyran-3,4,5-triyl triacetate